1-(5-bromopyridin-2-yl)azetidin-3-ol BrC=1C=CC(=NC1)N1CC(C1)O